(S)-7-(4-cyanophenyl)-2-oxo-1,2-dihydrospiro[pyrido[2,3-b][1,4]oxazine-3,3'-pyrrolidine]-1'-carbonitrile C(#N)C1=CC=C(C=C1)C1=CC2=C(O[C@@]3(CN(CC3)C#N)C(N2)=O)N=C1